exo-(-)-cycloheptyl ether C1(CCCCCC1)OC1CCCCCC1